(N-[4-Amino-5-(4-benzyloxybenzoyl)thiazol-2-yl]-4-fluoroanilino)propanamid NC=1N=C(SC1C(C1=CC=C(C=C1)OCC1=CC=CC=C1)=O)N(C1=CC=C(C=C1)F)C(C(=O)N)C